(E)-1-(4-((4-([1,2,4]triazolo[1,5-a]pyridin-6-yloxy)-3-chlorophenyl)amino)-5,8-dihydropyrido[4',3':4,5]thieno[2,3-d]pyrimidin-7(6H)-yl)-4-(dimethylamino)but-2-en-1-one N=1C=NN2C1C=CC(=C2)OC2=C(C=C(C=C2)NC=2C1=C(N=CN2)SC2=C1CCN(C2)C(\C=C\CN(C)C)=O)Cl